2-Chloro-6-(methoxycarbonyl)quinoline-3-carboxylic acid ClC1=NC2=CC=C(C=C2C=C1C(=O)O)C(=O)OC